2-[3-(2-(t-Butoxycarbonylamino)-ethyl)-1H-indol-2-yl]-acetanilide C(C)(C)(C)OC(=O)NCCC1=C(NC2=CC=CC=C12)CC(=O)NC1=CC=CC=C1